FC(C=1C=C(C=CC1)C=1C=C2C(=NC1)NC(N2CC=2C=NC=CC2)=O)F 6-[3-(difluoromethyl)phenyl]-1-(3-pyridylmethyl)-3H-imidazo[4,5-b]pyridin-2-one